Tert-butyl ((S)-4-(benzylamino)-3,4-dioxo-1-((S)-2-oxopyrrolidin-3-yl)butan-2-yl)carbamate C(C1=CC=CC=C1)NC(C([C@H](C[C@H]1C(NCC1)=O)NC(OC(C)(C)C)=O)=O)=O